3-hydroxy-2-[[2-methyl-2-(prop-2-enoylamino)propanoyl]amino]propanoic acid, sodium salt [Na+].OCC(C(=O)[O-])NC(C(C)(NC(C=C)=O)C)=O